C(C1=CC=CC=C1)[N-][C@H](C)C1=CC=CC=C1 benzyl-(R)-1-phenylethyl-amide